1-(2-Chlorophenyl)-7-cyclopropyl-4-(((R)-1-hydroxy-propan-2-yl)amino)quinazolin-2(1H)-one ClC1=C(C=CC=C1)N1C(N=C(C2=CC=C(C=C12)C1CC1)N[C@@H](CO)C)=O